4-(4-(3-ethynyl-6-(1-methyl-1H-pyrazol-4-yl)pyrazolo[1,5-a]pyridin-4-yl)phenyl)piperazine-1-carboxylic acid tert-butyl ester C(C)(C)(C)OC(=O)N1CCN(CC1)C1=CC=C(C=C1)C=1C=2N(C=C(C1)C=1C=NN(C1)C)N=CC2C#C